3-methyl-imidazole hydrogen sulfate S(=O)(=O)(O)O.CN1C=NC=C1